trifluoro-1-[(2'S,6'S,7S)-2'-methyl-6'-(1-methyltriazol-4-yl)-2-(trifluoromethyl)spiro[4,5-dihydrothieno[2,3-C]pyran-7,4'-piperidin]-1'-yl]ethanone FC(C(=O)N1[C@H](C[C@@]2(C[C@H]1C=1N=NN(C1)C)OCCC1=C2SC(=C1)C(F)(F)F)C)(F)F